C1(CC1)NC(C1=C(C=C(C=C1OC)C1=CN=C2N1C=CC(=C2)C2(CN(CCO2)C)C)OC(F)F)=O N-cyclopropyl-2-(difluoromethoxy)-4-[7-(2,4-dimethylmorpholin-2-yl)imidazo[1,2-a]pyridin-3-yl]-6-methoxy-benzamide